FC1(CCC(CC1)OC=1N=NNC1)F 4-((4,4-difluorocyclohexyl)oxy)-1H-1,2,3-triazole